[(phenanthrenyl)phenyl]((benzofluoranthenyl))binaphthalene C1(=CC=CC=2C3=CC=CC=C3C=CC12)C1=C(C=CC=C1)C=1C(=C(C2=CC=CC=C2C1)C1=CC=CC2=CC=CC=C12)C1=CC=C2C=CC=C3C4=CC=C5C(=C4C1=C23)C=CC=C5